2-(2-((5-fluorobenzo[d]oxazol-2-yl)amino)-6-methoxybenzo[d]oxazol-5-yl)acetic acid FC=1C=CC2=C(N=C(O2)NC=2OC3=C(N2)C=C(C(=C3)OC)CC(=O)O)C1